O=C1NC(CCC1C=1C=CC(=NC1)N1CCN(CC1)CC(=O)O)=O 2-[4-[5-(2,6-dioxo-3-piperidyl)-2-pyridyl]piperazin-1-yl]acetic acid